α-allyl-benzoin C(C=C)C(C(C1=CC=CC=C1)=O)(O)C1=CC=CC=C1